NCC(=O)NCOCC(F)(F)F 2-amino-N-((2,2,2-trifluoroethoxy)methyl)acetamide